FC(C(=O)Cl)(Cl)F difluoromonochloroacetic chloride